C(C)(C)(C)OC(C(C)N1CC[C@@H]2N(CC([C@@H]21)(F)F)C(=O)OC(C)(C)C)=O (cis)-tert-Butyl 4-(1-(tert-butoxy)-1-oxopropan-2-yl)-3,3-difluorohexahydropyrrolo[3,2-b]pyrrole-1(2H)-carboxylate